NC=1C=C2CN(C(C2=CC1)=O)CCOC 5-amino-2-(2-methoxyethyl)isoindolin-1-one